3-[4-(2-{[(S)-phenyl((3R)-1,2,3,4-tetrahydro-1,5-naphthyridin-3-yl)methyl]amino}ethyl)phenyl]propanoic acid C1(=CC=CC=C1)[C@H]([C@H]1CNC2=CC=CN=C2C1)NCCC1=CC=C(C=C1)CCC(=O)O